2-(((2R,3S,4R,5R)-4-azido-5-(6-(N-(tert-butoxycarbonyl)amino)-2-chloro-9H-purin-9-yl)-3-hydroxytetrahydrofuran-2-yl)methoxy)-2-benzylmalonic acid diethyl ester C(C)OC(C(C(=O)OCC)(CC1=CC=CC=C1)OC[C@H]1O[C@H]([C@@H]([C@@H]1O)N=[N+]=[N-])N1C2=NC(=NC(=C2N=C1)NC(=O)OC(C)(C)C)Cl)=O